(4-fluoro-5-isobutylthiophene-2-yl)trimethylsilane FC=1C=C(SC1CC(C)C)[Si](C)(C)C